(S)-1-(5-((3-fluoro-2-methylpyridin-4-yl)thio)-6-methylpyrazin-2-yl)-4'h,6'h-spiro[piperidine-4,5'-pyrrolo[1,2-b]pyrazol]-4'-amine FC=1C(=NC=CC1SC=1N=CC(=NC1C)N1CCC2([C@@H](C=3N(N=CC3)C2)N)CC1)C